6-((2-amino-3-chloropyridin-4-yl)thio)-(3-(4-(1-aminoethyl)-4-cyclopropylpiperidin-1-yl)-5-methylpyrazin-2-yl)methanol NC1=NC=CC(=C1Cl)SC1=C(N=C(C(=N1)CO)N1CCC(CC1)(C1CC1)C(C)N)C